C(C1=CC=CC=C1)N(C(=O)NC(C(=O)[O-])C)C [[benzyl(methyl)carbamoyl]amino]propanoate